5-Methylnonandiamin CC(CCCC(N)N)CCCC